benzyl 4-[[1-(hydroxymethyl)cyclopropyl]amino]piperidine-1-carboxylate OCC1(CC1)NC1CCN(CC1)C(=O)OCC1=CC=CC=C1